N-(3-(2'-fluoro-[1,1'-biphenyl]-4-yl)propyl)-3-oxo-3,4-dihydro-2H-benzo[b][1,4]oxazine-7-carboxamide FC1=C(C=CC=C1)C1=CC=C(C=C1)CCCNC(=O)C=1C=CC2=C(OCC(N2)=O)C1